(S)-2-(5-(4-(2-(5-amino-8-(furan-2-yl)-2-oxothiazolo[5,4-e][1,2,4]triazolo[1,5-c]pyrimidin-3(2H)-yl)ethyl)piperazin-1-yl)-2,4-difluorophenoxy)propionic acid NC1=NC2=C(C=3N1N=C(N3)C=3OC=CC3)SC(N2CCN2CCN(CC2)C=2C(=CC(=C(O[C@H](C(=O)O)C)C2)F)F)=O